5-Phenyl-1H-pyrazole-3-carboxylic acid {2-[4-(2-methyl-pyridin-3-yloxy)-piperidin-1-yl]-2-oxoethyl}-amide CC1=NC=CC=C1OC1CCN(CC1)C(CNC(=O)C1=NNC(=C1)C1=CC=CC=C1)=O